BrC1=CC=C(C=C1)C=1N=C2N(C=CC=C2)C1CN1CC2CCC(C1)N2C(=O)C2=C(C=CC=C2)C(C)C (3-{[2-(4-Bromophenyl)imidazo[1,2-a]pyridin-3-yl]methyl}-3,8-diazabicyclo[3.2.1]oct-8-yl)-(2-isopropylphenyl)methanon